1-(5-(2,2,2-trifluoroethyl)-1H-pyrrol-2-yl)ethan-1-one FC(CC1=CC=C(N1)C(C)=O)(F)F